benzylideneisoquinolone C(C1=CC=CC=C1)=C1NC(C2=CC=CC=C2C1)=O